COS(=O)(=O)C1=CC=CC2=CC=CC=C12.[Cs] cesium methylnaphthalenesulfonate